butyric acid potassium salt [K+].C(CCC)(=O)[O-]